Cl.Cl.ClC1=CC=C(C=C1)[C@@H](C1=CC=CC=C1)N1CCN(CC1)CCOCC(=O)O |r| (+/-)-2-[2-[4-[(4-chlorophenyl)benzyl]-1-piperazinyl]ethoxy]acetic acid dihydrochloride